2-(4-aminopiperidin-1-yl)-N-(2-(benzo[c][1,2,5]oxadiazol-5-yl)benzyl)-9-isopropyl-9H-purin-6-amine NC1CCN(CC1)C1=NC(=C2N=CN(C2=N1)C(C)C)NCC1=C(C=CC=C1)C1=CC=2C(=NON2)C=C1